4-[3-(6,7-dihydro-5H-pyrazolo[1,5-a]pyrimidin-4-yl)-7,8-dihydro-5H-1,6-naphthyridin-6-yl]-3-methyl-isoxazolo[5,4-d]pyrimidine N1=CC=C2N1CCCN2C=2C=NC=1CCN(CC1C2)C2=C1C(=NC=N2)ON=C1C